C(C1=CC=CC=C1)OC1=C(C=CC(=C1)[N+](=O)[O-])C=1CCN(CC1)C(=O)OC(C)(C)C tert-butyl 4-(2-benzyloxy-4-nitro-phenyl)-3,6-dihydro-2H-pyridine-1-carboxylate